(3-methoxyphenyl)-N-(2-(4-methylpiperazin-1-yl)ethyl)-5-phenyloxazole-4-carboxamide COC=1C=C(C=CC1)C=1OC(=C(N1)C(=O)NCCN1CCN(CC1)C)C1=CC=CC=C1